octadecyl-3-(3,5-di-tert.butyl-4-hydroxyphenyl)-propionate C(CCCCCCCCCCCCCCCCC)OC(CCC1=CC(=C(C(=C1)C(C)(C)C)O)C(C)(C)C)=O